C(C)(C)(C)C1(C(C=CC=C1)C(C)(C)C)CP 1,2-bis(tert-butyl)Phenylmethylphosphine